(4S)-8-chlorochroman-4-amine ClC=1C=CC=C2[C@H](CCOC12)N